ClC1=C(C=CC=C1)[N+]#[C-] 1-CHLORO-2-ISOCYANOBENZENE